(2,4-dimethoxybenzyl)-7-(pyrrolidin-1-yl)-1,5-naphthyridine-2,4-diamine COC1=C(CC=2C(=NC3=CC(=CN=C3C2N)N2CCCC2)N)C=CC(=C1)OC